methyl 2-(6-(2-aminopropan-2-yl)-1-(cyclopropylmethyl)-1H-pyrrolo[2,3-b]pyridin-2-yl)-7-methoxy-1-methyl-1H-benzo[d]imidazole-5-carboxylate NC(C)(C)C1=CC=C2C(=N1)N(C(=C2)C2=NC1=C(N2C)C(=CC(=C1)C(=O)OC)OC)CC1CC1